tert-butyl (R)-7-(1-(4-cyano-2-fluorophenyl) ethoxy)-3,4-dihydroisoquinoline-2(1H)-carboxylate C(#N)C1=CC(=C(C=C1)[C@@H](C)OC1=CC=C2CCN(CC2=C1)C(=O)OC(C)(C)C)F